propyl-2-acryloyloxyethyl phosphate P(=O)(OCC(OC(C=C)=O)CCC)([O-])[O-]